(S,E)-7-((3-(4-Hydroxy-3-methoxyphenyl)allyl)oxy)-8,8-dimethyl-7,8-dihydro-2H,6H-pyrano[3,2-g]chromen-2-on OC1=C(C=C(C=C1)/C=C/CO[C@H]1CC=2C=C3C=CC(OC3=CC2OC1(C)C)=O)OC